4-nitro-1-(tetrahydrofuran-3-yl)-1H-pyrazole [N+](=O)([O-])C=1C=NN(C1)C1COCC1